7-(1-acryloylpyrrolidin-3-yl)-2-(4-phenoxyphenyl)-1H-imidazo[1,2-b]Pyrazole-3-carboxamide C(C=C)(=O)N1CC(CC1)C1=C2N(N=C1)C(=C(N2)C2=CC=C(C=C2)OC2=CC=CC=C2)C(=O)N